FC=1C=CC(=NC1)NC(=O)C=1C=2C[C@@H]3[C@H](C2N(N1)CC(C)(C)O)C3 (1aR,5aR)-2-(2-Hydroxy-2-methylpropyl)-1a,2,5,5a-tetrahydro-1H-2,3-diaza-cyclopropa[a]pentalene-4-carboxylic acid (5-fluoro-pyridin-2-yl)-amide